CC=1C(=NC=CC1)C1=NC(=NS1)NC1=NC=CC(=C1)C 5-(3-methylpyridin-2-yl)-N-(4-methylpyridin-2-yl)-1,2,4-thiadiazol-3-amine